3-(2,7-dichloro-8-fluoropyrido[4,3-d]pyrimidin-4-yl)-3,6-diazabicyclo[3.1.1]heptane-6-carboxylic acid tert-butyl ester C(C)(C)(C)OC(=O)N1C2CN(CC1C2)C=2C1=C(N=C(N2)Cl)C(=C(N=C1)Cl)F